C(#N)C=1C=C(C=CC1)C1=NN=C(O1)C(=O)NC[C@@H]1CN(CC1)C#N (R)-5-(3-Cyanophenyl)-N-((1-Cyanopyrrolidin-3-yl)methyl)-1,3,4-oxadiazol-2-carboxamid